[11-(ethanesulfonyl)-19-fluoro-14-oxa-7,11,22,25,26-pentaazahexacyclo[19.5.2.12,6.17,10.015,20.024,27]triaconta-1(26),2,4,6(30),15(20),16,18,21,23,27-decaen-8-yl]methanol C(C)S(=O)(=O)N1C2CC(N(C=3C=CC=C(C4=NNC5=CN=C(C=6C(=CC=CC6OCC1)F)C=C45)C3)C2)CO